N1(CCCCC1)CCOC1=CC=C(C=C1)CO (4-(2-(piperidine-1-yl)ethoxy)phenyl)methanol